COCCN1[C@H](CN(CC1)C1=CC(=NC=C1)NC=1SC2=NC(=CC=C2N1)C=1C=NNC1C)C (S)-N-(4-(4-(2-methoxyethyl)-3-methylpiperazin-1-yl)pyridin-2-yl)-5-(5-methyl-1H-pyrazol-4-yl)thiazolo[5,4-b]pyridin-2-amine